2-(4-(3-(2-azidoethoxy)phenyl)-3-phenyl-1H-pyrrol-2-yl)-2-oxoacetic acid ethyl ester C(C)OC(C(=O)C=1NC=C(C1C1=CC=CC=C1)C1=CC(=CC=C1)OCCN=[N+]=[N-])=O